N-(3-((2-((2-ethyl-4-(4-methylpiperazin-1-yl)phenyl)amino)-5-(trifluoromethyl)pyrimidin-4-yl)amino)propyl)azetidine-1-carboxamide C(C)C1=C(C=CC(=C1)N1CCN(CC1)C)NC1=NC=C(C(=N1)NCCCNC(=O)N1CCC1)C(F)(F)F